ClC=1C(=NC(=NC1)NC1=CC2=C(B(OC2)O)C=C1)NC(CO)CC 5-((5-chloro-4-((1-hydroxybutan-2-yl)amino)pyrimidin-2-yl)amino)benzo[c][1,2]oxaborol-1(3H)-ol